Ethyl 5-amino-1-(2,2,2-trifluoroethyl)-1H-indole-2-carboxylate NC=1C=C2C=C(N(C2=CC1)CC(F)(F)F)C(=O)OCC